N-(1-amino-26-methyl-12,25-dioxo-3,6,9,16,19,22-hexaoxa-13,26-diazaoctacosan-28-yl)-N-methylpalmitamide NCCOCCOCCOCCC(NCCOCCOCCOCCC(N(CCN(C(CCCCCCCCCCCCCCC)=O)C)C)=O)=O